ClC1=NC(=C2N=CN(C2=N1)CC1=CC=C(C=C1)OC)OC1=CC=CC=C1 2-chloro-9-(4-methoxybenzyl)-6-phenoxy-9H-purine